C1(=CC=CC=C1)OP(=O)(OC1=CC=CC=C1)O.OC1=CC=C(C=C1)C(C)(C)C1=CC=C(C=C1)O bisphenol A diphenylphosphate